2-((tert-butoxycarbonyl)amino)-4-oxo-4-(piperidin-1-yl)butanoic acid C(C)(C)(C)OC(=O)NC(C(=O)O)CC(N1CCCCC1)=O